BrC=1C=CC=2N(C1)C=NC2C(C=CNO)=O 1-[6-bromoimidazo[1,5-a]pyridin-1-yl]-3-(N-hydroxyamino)prop-2-en-1-one